2-(4-(Methylcarbamoyl)phenyl)-N-(3-(piperazin-1-yl)propyl)benzo[d]imidazo[2,1-b]thiazole-7-carboxamide CNC(=O)C1=CC=C(C=C1)C=1N=C2SC3=C(N2C1)C=CC(=C3)C(=O)NCCCN3CCNCC3